CN1C(C(=C(C2=CC=C(C=C12)C)N1CCC(CC1)C=1OC2=C(N1)C=C(C=C2)C)C#N)=O 1,7-dimethyl-4-[4-(5-methyl-1,3-benzooxazol-2-yl)piperidin-1-yl]-2-oxo-1,2-dihydroquinoline-3-carbonitrile